2,6-bis(2,4-dibutyloxyphenyl)-4-(4-phenylaminophenyl)pyridine tert-butyl-5-((2-(2,6-dioxopiperidin-3-yl)-1,3-dioxoisoindolin-5-yl)oxy)pentanoate C(C)(C)(C)OC(CCCCOC=1C=C2C(N(C(C2=CC1)=O)C1C(NC(CC1)=O)=O)=O)=O.C(CCC)OC1=C(C=CC(=C1)OCCCC)C1=NC(=CC(=C1)C1=CC=C(C=C1)NC1=CC=CC=C1)C1=C(C=C(C=C1)OCCCC)OCCCC